C1C(CC12C1(CCC1)C2)C(=O)O dispiro[3.0.35.14]nonane-2-carboxylic acid